F[C@@H]1CN(CC[C@@H]1NC1=C2C=C(N(C2=CC=C1)CC(F)(F)F)C#CCNC1=C(C=C(C(=O)NC2CCOCC2)C=C1)OC)C |r| rac-4-{[3-(4-{[(3R,4S)-3-fluoro-1-methylpiperidin-4-yl]amino}-1-(2,2,2-trifluoroethyl)-1H-indol-2-yl)prop-2-yn-1-yl]amino}-3-methoxy-N-(oxan-4-yl)benzamide